[18F]fluorocyclopentane-1-carboxylic acid [18F]C1(CCCC1)C(=O)O